(S)-(3-([1,1'-Biphenyl]-2-ylethynyl)-1H-pyrazolo[3,4-b]pyridin-5-yl)(2-phenylpiperazin-1-yl)methanone C1(=C(C=CC=C1)C#CC1=NNC2=NC=C(C=C21)C(=O)N2[C@H](CNCC2)C2=CC=CC=C2)C2=CC=CC=C2